2,3,7-trimethyl-1,4-dioxa-6H-3,8a-epidithiopyrrolo[1,2-a]pyrazine-7-carbonitrile CN1OC23N(OC1(SS3)C)CC(C2)(C#N)C